C(C)OC(C)C1=CC(=CC=C1)CC(C)C 1-(1-ethoxyethyl)-3-isobutyl-benzene